6-(3-(fluoromethyl)azetidin-1-yl)quinoline-4-carboxylic acid tert-butyl ester C(C)(C)(C)OC(=O)C1=CC=NC2=CC=C(C=C12)N1CC(C1)CF